CN1C=C(C2=CC=CC=C12)[C@@H](CNS(=O)(=O)C1=CC=C2C=CNC2=C1)N1CCCC1 (S)-N-(2-(1-methyl-1H-indol-3-yl)-2-(pyrrolidin-1-yl)ethyl)-1H-indole-6-sulfonamide